1,3-bis(dicyclopentylphosphino)propane C1(CCCC1)P(CCCP(C1CCCC1)C1CCCC1)C1CCCC1